(S)-3-((4-isopropyl-2-methyl-3-oxo-1-oxa-4,9-diazaspiro[5.5]undecan-9-yl)methyl)benzonitrile C(C)(C)N1C([C@@H](OC2(C1)CCN(CC2)CC=2C=C(C#N)C=CC2)C)=O